ethyl N-(4,6-difluoro-3-iodo-5-trimethylsilyl-2-pyridyl)carbamate FC1=C(C(=NC(=C1[Si](C)(C)C)F)NC(OCC)=O)I